sodium melissate C(CCCCCCCCCCCCCCCCCCCCCCCCCCCCC)(=O)[O-].[Na+]